1-(3-((S)-1-((3-((2-((3S,4R)-3-fluoro-4-hydroxy-3-methylpiperidin-1-yl)pyrimidin-4-yl)amino)-5-isopropylisoquinolin-8-yl)oxy)ethyl)azetidin-1-yl)ethan-1-one F[C@]1(CN(CC[C@H]1O)C1=NC=CC(=N1)NC=1N=CC2=C(C=CC(=C2C1)C(C)C)O[C@@H](C)C1CN(C1)C(C)=O)C